({(5S)-3-[3,5-difluoro-4-(thiomorpholin-4-yl)phenyl]-2-oxo-1,3-oxazolidin-5-yl}methyl)acetamide FC=1C=C(C=C(C1N1CCSCC1)F)N1C(O[C@H](C1)CCC(=O)N)=O